Dl-beta-homoleucine N[C@@H](CC(C)C)CC(=O)O |r|